exo-5-norbornene-2,3-dicarboxylic anhydride C1[C@@H]2C=C[C@H]1[C@H]3[C@@H]2C(=O)OC3=O